N-[(1s,4s)-4-{[2-(trifluoromethyl)imidazo[1,2-a]pyridin-5-yl]amino}cyclohexyl]-2-[(2,2,2-trifluoroethyl)amino]benzamide FC(C=1N=C2N(C(=CC=C2)NC2CCC(CC2)NC(C2=C(C=CC=C2)NCC(F)(F)F)=O)C1)(F)F